methyl 6-amino-4-(methyl(tetrahydro-2H-pyran-4-yl)amino)pyridazine-3-carboxylate NC1=CC(=C(N=N1)C(=O)OC)N(C1CCOCC1)C